NC1=CC=C(C(=C1C(=O)N)F)F 6-amino-2,3-difluoro-benzamide